(6-bromohexyl)-10H-phenothiazine BrCCCCCCC1=CC=CC=2SC3=CC=CC=C3NC12